4-(4-(ethylsulfonamido)-2,3-dimethylphenyl)-1H-pyrrolo[2,3-b]pyridin C(C)S(=O)(=O)NC1=C(C(=C(C=C1)C1=C2C(=NC=C1)NC=C2)C)C